CC1=C(C=CC(=C1C=1N=CN(C1)C)N[C@@H](C)C1=CC=C(C=C1)C(F)(F)F)S(=O)(=O)N methyl-3-(1-methylimidazol-4-yl)-4-[[(1S)-1-[4-(trifluoromethyl)phenyl]ethyl]amino]benzenesulfonamide